8-(benzofuran-2-yl)-6-methylquinolin-3-ol O1C(=CC2=C1C=CC=C2)C=2C=C(C=C1C=C(C=NC21)O)C